6-azabicyclo[3.1.1]heptane-6-carboxylate C12CCCC(N1C(=O)[O-])C2